1-(2-trifluoromethylphenyl)piperazine FC(C1=C(C=CC=C1)N1CCNCC1)(F)F